ClCC\C=C\CCCCCCCCCCCCCC(OCC)OCC (3E)-1-chloro-18,18-diethoxy-3-octadecene